3H-4-quinazoline-one N1=CNC(C2=CC=CC=C12)=O